5-(3-Cyanophenyl)-N-(3-(2-oxopropyl)-1,2,4-thiadiazol-5-yl)-2-(trifluoromethyl)furan-3-carboxamide C(#N)C=1C=C(C=CC1)C1=CC(=C(O1)C(F)(F)F)C(=O)NC1=NC(=NS1)CC(C)=O